((2-(4-(2-((2-(bis(6-((2-Hexyldecanoyl)oxy)hexyl)amino)ethyl)(6-((2-hexyldecanoyl)oxy)hexyl)amino)ethyl)piperazin-1-yl)ethyl)azandiyl)bis(hexan-6,1-diyl)bis(2-hexyldecanoat) C(CCCCC)C(C(=O)OCCCCCCN(CCN(CCN1CCN(CC1)CCN(CCCCCCC(C(=O)[O-])(CCCCCCCC)CCCCCC)CCCCCCC(C(=O)[O-])(CCCCCCCC)CCCCCC)CCCCCCOC(C(CCCCCCCC)CCCCCC)=O)CCCCCCOC(C(CCCCCCCC)CCCCCC)=O)CCCCCCCC